N1N=CC2=CC(=CC=C12)NC=1N=CC2=C(N1)N(C(C=C2C)=O)C2CCCC2 2-((1H-indazol-5-yl)amino)-8-cyclopentyl-5-methylpyrido[2,3-d]pyrimidin-7(8H)-one